COC=1C=C(C=CC1OC)C1=NC2=C(N1C)C=CC(=C2)C2CCN(CC2)C2CCN(CC2)CC(C)C 2-(3,4-dimethoxyphenyl)-5-(1'-isobutyl-[1,4'-bipiperidin]-4-yl)-1-methyl-1H-benzo[d]imidazole